2-tert-butyl 6-methyl 2,6-diazaspiro[3.3]heptane-2,6-dicarboxylate C1N(CC12CN(C2)C(=O)OC)C(=O)OC(C)(C)C